OC1=C(C(=O)C2=CC=C(C(=O)N[C@H]3[C@@H](CNC3)NC(=O)C3=CC=NC=C3)C=C2)C=CC(=C1)C N-[(3R,4R)-4-[4-(2-hydroxy-4-methylbenzoyl)benzamido]pyrrolidin-3-yl]pyridine-4-carboxamide